FC=1C(=C(C=CC1F)[C@H]1[C@H](O[C@@]([C@H]1C)(C(F)(F)F)C)C(=O)NC1=CC=CC(=N1)C(=O)N)OC 6-[[(2S,3S,4S,5S)-3-(3,4-Difluoro-2-methoxy-phenyl)-4,5-dimethyl-5-(trifluoromethyl)tetrahydrofuran-2-carbonyl]amino]pyridin-2-carboxamid